C(CCCCCCCCCCCCCC)(=O)OC[C@@H](OC(CCCCCCC\C=C/CCCCCCCC)=O)COP(=O)(O)OCCN 1-pentadecanoyl-2-oleoyl-sn-glycero-3-phosphoethanolamine